4-(4-(bromomethyl)oxazol-2-yl)-N,N-dipropylbenzenesulfonamide BrCC=1N=C(OC1)C1=CC=C(C=C1)S(=O)(=O)N(CCC)CCC